ClC=1N=C(C2=C(N1)C(=C(N=C2C)Cl)F)N2C[C@@H](CCC2)O (R)-1-(2,7-dichloro-8-fluoro-5-methylpyrido[4,3-d]pyrimidin-4-yl)piperidin-3-ol